[2-[2-[2-[2-[1-[1,2-bis[(Z)-octadec-9-enoxy]ethyl]tridecoxy]ethoxy]ethoxy]ethoxy]ethoxy-diphenyl-methyl]benzene C(CCCCCCC\C=C/CCCCCCCC)OC(COCCCCCCCC\C=C/CCCCCCCC)C(CCCCCCCCCCCC)OCCOCCOCCOCCOC(C1=CC=CC=C1)(C1=CC=CC=C1)C1=CC=CC=C1